BrC=1C=CC2=C(C(N(CCO2)CCO[Si](C)(C)C(C)(C)C)=O)C1 7-bromo-4-[2-[tert-butyl-(dimethyl)silyl]oxyethyl]-2,3-dihydro-1,4-benzooxazepin-5-one